4-bromo-1-(3,3-difluorocyclobutyl)-5-(4-fluoro-2,6-dimethylphenoxy)pyridin-2(1H)-one BrC1=CC(N(C=C1OC1=C(C=C(C=C1C)F)C)C1CC(C1)(F)F)=O